N,N-dimethylanilinium [tetrakis(perfluorophenyl)borate] FC1=C(C(=C(C(=C1F)F)F)F)[B-](C1=C(C(=C(C(=C1F)F)F)F)F)(C1=C(C(=C(C(=C1F)F)F)F)F)C1=C(C(=C(C(=C1F)F)F)F)F.C[NH+](C1=CC=CC=C1)C